CC=1N=NN2C1C1=C(C(CC2)NC2=CC=C(C=C2)C2=C(C(=O)N)C=CC=C2)C=C(C=C1)C=1C=NN(C1)C 4-((1-methyl-9-(1-methyl-1H-pyrazol-4-yl)-6,7-dihydro-5H-benzo[c][1,2,3]triazolo[1,5-a]azepin-7-yl)amino)phenylbenzamide